1,4,6-trimethyl-6-{N-(pyridin-2-ylmethyl)-N-methylamino}-1,4-diazepane CN1CCN(CC(C1)(N(C)CC1=NC=CC=C1)C)C